2,8-bis(3,5-bis(trifluoromethyl)phenyl)-10,12-bis(dicyanomethylene)-10,12-dihydroindeno[1,2-b]Fluorene FC(C=1C=C(C=C(C1)C(F)(F)F)C=1C=CC=2C3=CC=4C(C=C3C(C2C1)=C(C#N)C#N)=C1C(C=C(C=C1C4)C4=CC(=CC(=C4)C(F)(F)F)C(F)(F)F)=C(C#N)C#N)(F)F